3-(9-((4-(aminomethyl)phenyl)carbamoyl)-4,5-dihydrobenzo[b]thieno[2,3-d]oxepin-8-yl)-6-((3-chlorophenyl)carbamoyl)picolinic acid NCC1=CC=C(C=C1)NC(=O)C1=CC2=C(OCCC3=C2SC=C3)C=C1C=1C(=NC(=CC1)C(NC1=CC(=CC=C1)Cl)=O)C(=O)O